(3S,4R)-4-{[7-(2-methylpropyl)imidazo[4,3-f][1,2,4]triazin-2-yl]amino}oxan-3-yl acetate C(C)(=O)O[C@@H]1COCC[C@H]1NC1=NN2C(C=N1)=CN=C2CC(C)C